ClC=1C=C(C=2N(N1)C=C(N2)NC(C(F)(F)F)=O)C=2C(=NN(C2)C)C2=CC=C(C=C2)F N-[6-chloro-8-[3-(4-fluorophenyl)-1-methylpyrazol-4-yl]imidazo[1,2-b]pyridazin-2-yl]-2,2,2-trifluoroacetamide